C1=CC(=CC=C1[N+](=O)[O-])OC(F)(F)F 4-(trifluoromethoxy)nitrobenzene